C(C)C1=C(C=C2CCNCC2=C1)NC1=NC=C(C(=N1)C1=CC2=C(C(N(CCS2(=O)=O)C)=S)S1)C(F)(F)F 7-(2-((7-ethyl-1,2,3,4-tetrahydroisoquinolin-6-yl)amino)-5-(trifluoromethyl)pyrimidin-4-yl)-4-methyl-3,4-dihydrothieno[2,3-f][1,4]thiazepine-5(2H)-thione 1,1-dioxide